S1C=NC2=C1C=C(C=C2)NC2=NC=NC1=CC(=CC(=C21)O[C@@H]2C[C@H](NCC2)CO)C=2C=NN(C2)C ((2S,4S)-4-((4-(benzo[d]thiazol-6-ylamino)-7-(1-methyl-1H-pyrazol-4-yl)quinazolin-5-yl)oxy)piperidin-2-yl)methanol